(S)-3-(4-((3-(3-cyano-4-hydroxyphenyl)-1-cyclopentyl-1H-indazol-6-yl)methoxy)phenyl)butanoic acid C(#N)C=1C=C(C=CC1O)C1=NN(C2=CC(=CC=C12)COC1=CC=C(C=C1)[C@H](CC(=O)O)C)C1CCCC1